C(C)(C)(C)NC(N)=S 3-t-butylthiourea